ON1C(CCC1)C(=O)NCC1=CC=C(C=C1)C1=C(N=CS1)C hydroxy-N-(4-(4-methylthiazol-5-yl)benzyl)pyrrolidin-2-carboxamide